2-(((2-(4-(2-hydroxyethyl)piperazin-1-yl)ethyl)amino)methylene)-5,5-dimethylcyclohexane-1,3-dione OCCN1CCN(CC1)CCNC=C1C(CC(CC1=O)(C)C)=O